cysteine(thiol) NC(CS)CS